C(C)N(CC(=O)N1CCC(CC1)C1=NC=C(N=C1)C1=NNC(=C1C(C)C)C=1C=C(C=2N(C1)N=CN2)OC)CC 2-(diethylamino)-1-(4-(5-(4-isopropyl-5-(8-methoxy-[1,2,4]triazolo[1,5-a]pyridin-6-yl)-1H-pyrazol-3-yl)pyrazin-2-yl)piperidin-1-yl)ethan-1-one